CC1=C(C(=CC(=C1)B1OC(C(O1)(C)C)(C)C)C)N1CCOCC1 4-(2,6-dimethyl-4-(4,4,5,5-tetramethyl-1,3,2-dioxaborolan-2-yl)phenyl)morpholine